5-chloro-N-[3-fluoro-4-(2-{imidazo[1,2-b]pyridazin-7-yl}ethynyl)pyridin-2-yl]-2-methoxypyridine-3-sulfonamide ClC=1C=C(C(=NC1)OC)S(=O)(=O)NC1=NC=CC(=C1F)C#CC1=CC=2N(N=C1)C=CN2